α,α'-bis[4-(4-amino-2-trifluoromethyl-phenoxy)phenyl]-1,3-diisopropylbenzene NC1=CC(=C(OC2=CC=C(C=C2)C(C)(C)C2=CC(=CC=C2)C(C)(C)C2=CC=C(C=C2)OC2=C(C=C(C=C2)N)C(F)(F)F)C=C1)C(F)(F)F